C1(=CC=CC=C1)COC1=C(C=C(C=C1)CNC(=O)C=1C=C(C=CC1)C1=CC(=CC=C1)O)OC N-{[4-(phenylmethyloxy)-3-methoxyphenyl]methyl}-3'-hydroxy[1,1'-biphenyl]-3-carboxamide